N-methyl-N-(trifluoromethylthio)aniline tert-Butyl-3-bromo-5,6-dihydroimidazo[1,2-a]pyrazine-7(8H)-carboxylate C(C)(C)(C)OC(=O)N1CC=2N(CC1)C(=CN2)Br.CN(C2=CC=CC=C2)SC(F)(F)F